Lithium chlorosulfonat ClS(=O)(=O)[O-].[Li+]